ClC1=C(N=C2N1C=CC=C2)S(=O)(=O)Cl 3-chloroimidazo[1,2-a]pyridine-2-sulfonyl chloride